N1C(=CC2=CC=CC=C12)C(=O)NNC(/C=C/C1CCN(C1)CCCCCCCCCC)=O (E)-4-(3-(2-(1H-indole-2-carbonyl)hydrazino)-3-oxoprop-1-en-1-yl)-1-decylpyrrolidine